C(C)C1C(COC1)N1C(=CC2=C1N=C(N=C2)SC)C(=O)OC methyl 7-(4-ethyltetrahydrofuran-3-yl)-2-(methylthio)-7H-pyrrolo[2,3-d]pyrimidine-6-carboxylate